FC1=CC=C(C=C1)C1OCC(=C1C(=O)O)C=C 2-(4-Fluorophenyl)-4-vinyl-2,5-dihydrofuran-3-carboxylic acid